(S)-6-methyl-5-((3,4,5-trifluorophenyl)carbamoyl)-4,5,6,7-tetrahydropyrazolo[1,5-a]pyrazine-3-carboxylic acid methyl ester COC(=O)C=1C=NN2C1CN([C@H](C2)C)C(NC2=CC(=C(C(=C2)F)F)F)=O